4-amino-N,3-dimethyl-N-((5S)-2-(trifluoromethyl)-5,8-dihydro-6H-pyrano[3,4-b]pyridin-5-yl)-1H-pyrazolo[4,3-c][1,7]naphthyridine-8-carboxamide NC1=NC=2C=NC(=CC2C2=C1C(=NN2)C)C(=O)N([C@@H]2COCC1=NC(=CC=C12)C(F)(F)F)C